C1(CC1)N1C=C(C=2C(N(C=CC21)CC)=O)I 1-Cyclopropyl-5-ethyl-3-iodo-1,5-dihydro-pyrrolo[3,2-c]pyridin-4-one